tert-butyl (R)-3-(((1r,4R)-4-((5'-chloro-6-(((4-cyanotetrahydro-2H-pyran-4-yl)methyl)amino)-[2,4'-bipyridin]-2'-yl)amino)cyclohexyl)amino)butanoate ClC=1C(=CC(=NC1)NC1CCC(CC1)N[C@@H](CC(=O)OC(C)(C)C)C)C1=NC(=CC=C1)NCC1(CCOCC1)C#N